rac-4-(2-((3aR,4S,6aR)-4-methyl-octahydropyrrolo[3,4-b]pyrrole-1-carbonyl)oxazol-5-yl)pyridine C[C@@H]1NC[C@@H]2N(CC[C@@H]21)C(=O)C=2OC(=CN2)C2=CC=NC=C2 |r|